BrC1=C(C(=C(C=C1)S(=O)(=O)NC)C)OC 4-bromo-3-methoxy-N,2-dimethylbenzenesulfonamide